[V].[Mg].O water magnesium vanadium